N-(3-methyl-5-(3-(4-(trifluoro-methyl)phenyl)-1H-indazol-1-yl)phenyl)acrylamide CC=1C=C(C=C(C1)N1N=C(C2=CC=CC=C12)C1=CC=C(C=C1)C(F)(F)F)NC(C=C)=O